N[C@H](CC1=CC2=C(N=C(N=C2NCC=2SC=CN2)Cl)N1)C 6-[(2S)-2-aminopropyl]-2-chloro-N-[(1,3-thiazol-2-yl)methyl]-7H-pyrrolo[2,3-d]pyrimidin-4-amine